1-bromo-3-(cyclopropylmethyl)-2-methoxybenzene BrC1=C(C(=CC=C1)CC1CC1)OC